tert-butyl (6S,9S)-9-((S)-sec-butyl)-2,2-dimethyl-6-(3-(2-nitro-1H-imidazol-1-yl)propyl)-4,7,10-trioxo-3,15-dioxa-5,8,11-triazaicosan-20-oate [C@H](C)(CC)[C@H](NC([C@@H](NC(OC(C)(C)C)=O)CCCN1C(=NC=C1)[N+](=O)[O-])=O)C(NCCCOCCCCC(=O)OC(C)(C)C)=O